methyl 4-amino-3-(1,3-dioxolan-2-yl)benzoate NC1=C(C=C(C(=O)OC)C=C1)C1OCCO1